(2E)-dodec-2-enedioic acid C(\C=C\CCCCCCCCC(=O)O)(=O)O